(R)-[(R)-4,4-dimethyl-2-azetidinyl](m-fluorophenyl)methanol CC1(C[C@@H](N1)[C@H](O)C1=CC(=CC=C1)F)C